CC1=NC(=NC=2N([C@H](C(NC12)=O)C)C)N[C@H]1C[C@H](C1)NC(OC1=CC(=C(C(=C1)F)F)F)=O 3,4,5-trifluorophenyl (cis-3-(((S)-4,7,8-trimethyl-6-oxo-5,6,7,8-tetrahydropteridin-2-yl)amino)cyclobutyl)carbamate